C(C)(C)(C)OC(=O)N1CCCCC1 N-(t-butoxycarbonyl)piperidine